NC=1C=C(C=C2C=C(N=CC12)NC(=O)C1C(C1)C#N)C=1C=NC=CC1CC N-(8-amino-6-(4-ethylpyridin-3-yl)isoquinolin-3-yl)-2-cyanocyclopropane-1-carboxamide